ClC=1C=C(C=CC1F)C=1N=C(SC1)N 4-(3-chloro-4-fluorophenyl)-1,3-thiazol-2-ylamine